1-benzyl-4-(2'-ethoxy-3-fluoro-[2,3'-bipyridyl]-5-yl)piperidine-4-carbonitrile C(C1=CC=CC=C1)N1CCC(CC1)(C#N)C=1C=C(C(=NC1)C=1C(=NC=CC1)OCC)F